tert-butyl 4-{4-[(4-{1-[(tert-butoxy)carbonyl]-1,2,3,6-tetrahydropyridin-4-yl}-3-methoxyphenyl) carbamoyl]-2-chlorophenyl}-1,2,3,6-tetrahydropyridine-1-carboxylate C(C)(C)(C)OC(=O)N1CCC(=CC1)C1=C(C=C(C=C1)NC(=O)C1=CC(=C(C=C1)C=1CCN(CC1)C(=O)OC(C)(C)C)Cl)OC